4-[2-[4-[1-(4-chlorophenyl)-5-methyl-pyrazol-3-yl]piperazin-1-yl]ethyl]morpholine ClC1=CC=C(C=C1)N1N=C(C=C1C)N1CCN(CC1)CCN1CCOCC1